3-(5-Fluoro-3-methyl-1H-pyrazolo[3,4-b]pyridin-4-yl)-2-(5-fluoropyridin-2-yl)-6,6-bis(methyl-d3)-6,7-dihydro-4H-pyrazolo[5,1-c][1,4]oxazine FC=1C(=C2C(=NC1)NN=C2C)C=2C(=NN1C2COC(C1)(C([2H])([2H])[2H])C([2H])([2H])[2H])C1=NC=C(C=C1)F